1,2-dihydroxy-1,2-ethanedisulfonic acid disodium salt [Na+].[Na+].OC(C(S(=O)(=O)[O-])O)S(=O)(=O)[O-]